(S)-N-(1-((5-(2,6-dichloro-4-(6-(difluoromethyl)-3,5-dioxo-4,5-dihydro-1,2,4-triazin-2(3H)-yl)phenoxy)-2-hydroxyphenyl)sulfonyl)pyrrolidin-3-yl)methanesulfonamide ClC1=C(OC=2C=CC(=C(C2)S(=O)(=O)N2C[C@H](CC2)NS(=O)(=O)C)O)C(=CC(=C1)N1N=C(C(NC1=O)=O)C(F)F)Cl